(R,E)-N-((1,2,3,5,6,7-hexahydro-s-indacen-4-yl)carbamoyl)-2-(1-methylpyrrolidin-2-yl)ethene-1-sulfonamide C1CCC2=C(C=3CCCC3C=C12)NC(=O)NS(=O)(=O)\C=C\[C@@H]1N(CCC1)C